C(CCCCCCC\C=C/C\C=C/CCCCC)OCC(CO)(C)COCCCCCCCC\C=C/C\C=C/CCCCC 2,2-bis((((9Z,12Z)-octadeca-9,12-dien-1-yl)oxy)methyl)propan-1-ol